COC1=CC=C2C(=N1)NC=C2 6-methoxy-1H-pyrrolo[2,3-b]pyridine